3-(6-(o-tolyl)-2H-indazol-2-yl)butan-1-ol C1(=C(C=CC=C1)C=1C=CC2=CN(N=C2C1)C(CCO)C)C